C(C)(C)(C)OC(N(CC=C)C1(C(C=CC2=CC=CC=C12)Br)NC(C)=O)=O (1-acetylamino-2-bromonaphthalen-1-yl)(allyl)carbamic acid tert-butyl ester